C(C)OC(CC1(CCC(CC1)(F)F)O)=O 2-(4,4-difluoro-1-hydroxycyclohexyl)acetic acid ethyl ester